ClC=1C=C(C=CC1)C=1C(=C(C(=NC1)C(=O)O)O)C(F)F 5-(3-chlorophenyl)-4-(difluoromethyl)-3-hydroxypicolinic acid